2-(4-((8-chloroquinolin-2-yl)amino)phenyl)-2-methylpropane ClC=1C=CC=C2C=CC(=NC12)NC1=CC=C(C=C1)C(C)(C)C